4-((6-methyl-7-phenyl-1H-pyrrolo[3,2-c]pyridin-1-yl)methyl)benzenesulfonamide CC1=C(C2=C(C=N1)C=CN2CC2=CC=C(C=C2)S(=O)(=O)N)C2=CC=CC=C2